4-((3-aminopropyl)(methyl)amino)butan-1-ol NCCCN(CCCCO)C